N1C(=NC2=C1C=CC=C2)NC(C2=C(C=CC=C2)C)=O N-(1H-benzo[D]imidazole-2-yl)-2-methylbenzamide